C(C)(C)(C)OC(=O)N1CCCC1 pyrrolidine-1-carboxylic acid tert.Butyl ester